N'-hydroxy-5-((5-(5-(trifluoromethoxy)pyridin-2-yl)oxazol-2-yl)amino)pyridinecarboxamidine ON=C(N)C1=NC=C(C=C1)NC=1OC(=CN1)C1=NC=C(C=C1)OC(F)(F)F